Trans-2-(5-(4-(azido)phenyl)-1-(4-ethynylbenzyl)piperidin-3-yl)acetic acid N(=[N+]=[N-])C1=CC=C(C=C1)[C@H]1C[C@@H](CN(C1)CC1=CC=C(C=C1)C#C)CC(=O)O